1-[4-(6-chloro-8-[(5-chloro-6-fluoro-1H-indazol-4-yl)oxy]-2-{[(2S,4R)-4-fluoro-1-methylpyrrolidin-2-yl]methoxy}pyrido[3,4-d]pyrimidin-4-yl)piperazin-1-yl]prop-2-en-1-one ClC1=CC2=C(N=C(N=C2N2CCN(CC2)C(C=C)=O)OC[C@H]2N(C[C@@H](C2)F)C)C(=N1)OC1=C2C=NNC2=CC(=C1Cl)F